ClC1=CC(=NC=C1)NC1=NC=CC(=N1)N1C=2N(CCC1)N=C(C2)C#CC(C)(O)C=2SC=CN2 4-(4-(2-((4-chloropyridin-2-yl)amino)pyrimidin-4-yl)-4,5,6,7-tetrahydropyrazolo[1,5-a]pyrimidin-2-yl)-2-(thiazol-2-yl)but-3-yn-2-ol